2-(2-(3,6-dihydro-2H-pyran-4-yl)-5-ethyl-6-(4-(3-hydroxypicolinoyl)piperazin-1-yl)-7-oxo-[1,2,4]triazolo[1,5-a]pyrimidin-4(7H)-yl)-N-(2-methyl-6-(trifluoromethyl)pyridin-3-yl)acetamide O1CCC(=CC1)C1=NN2C(N(C(=C(C2=O)N2CCN(CC2)C(C2=NC=CC=C2O)=O)CC)CC(=O)NC=2C(=NC(=CC2)C(F)(F)F)C)=N1